4-(3-(2-amino-[1,2,4]triazolo[1,5-a]pyridin-7-yl)-2,6-difluorophenoxy)-2,2-difluoro-1-(4-fluorophenyl)butan-1-ol NC1=NN2C(C=C(C=C2)C=2C(=C(OCCC(C(O)C3=CC=C(C=C3)F)(F)F)C(=CC2)F)F)=N1